CC1(CC=C(C=C1)C1=CC(=CC=C1)O)O 4'-methyl-(1,1'-biphenyl)-3,4'-diol